(S)-4'-(2-amino-2-cyanoethyl)-[1,1'-biphenyl]-4-carbonitrile N[C@@H](CC1=CC=C(C=C1)C1=CC=C(C=C1)C#N)C#N